C[C@@H]1CN(C(=CC1)C1=CC=C2C=CC(=NC2=C1)N1CCN(CC1)C)C(=O)OC(C)(C)C (S)-tert-butyl 3-methyl-6-(2-(4-methylpiperazin-1-yl)quinolin-7-yl)-3,4-dihydropyridine-1(2H)-carboxylate